[Mn].[Zn].[Cu] Copper Zinc Manganese